4-n-octyl-phenyl-gamma-nitropropane C(CCCCCCC)C1=CC=C(C=C1)CCC[N+](=O)[O-]